N1C[C@@H](CCCC1)NC(OC(C)(C)C)=O tert-butyl (R)-azepan-3-ylcarbamate